C(CCCCCCCCCCCCCCC)(=O)NC(CO)CN1CCOCC1 2-palmitoylamino-3-morpholino-1-propanol